(E)-4-(3-(5-carbamimidoyl-2H-spiro[benzofuran-3,4'-piperidine]-1'-yl)-3-oxoprop-1-enyl)phenylboronic acid C(N)(=N)C=1C=CC2=C(C1)C1(CCN(CC1)C(/C=C/C1=CC=C(C=C1)B(O)O)=O)CO2